NC(CC(=O)O)C(NC(C(=O)OC(C)(C)C)C(=O)OC)=O 3-Amino-3-{[1-(tert-butoxy)-3-methoxy-1,3-dioxopropan-2-yl]carbamoyl}propanoic acid